3-((3-methyl-4-oxo-8-(4-(trifluoromethyl)phenyl)-3,4-dihydropyrido[4,3-d]pyrimidin-5-yl)amino)cyclobutane-1-carboxylic acid CN1C=NC2=C(C1=O)C(=NC=C2C2=CC=C(C=C2)C(F)(F)F)NC2CC(C2)C(=O)O